C[SiH](C)CC1=C(C(=C(C1(N)C(C)(C)C)C)C)C dimethylsilyl-tertiary butyl-aminotetramethyl-cyclopentadiene